Cl.Cl.C1OC=2C=C(CC(N)C)C=CC2O1 3,4-methylenedioxyamphetamine dihydrochloride